CC1(OB(OC1(C)C)C=1CCN(CC1)C(=O)OC)C methyl 4-(4,4,5,5-tetramethyl-1,3,2-dioxaborolan-2-yl)-3,6-dihydro-2H-pyridine-1-carboxylate